COC1=NC=C(C=N1)C(CC(=O)OCC)C=1SC=C(N1)CCCC(C)=O ethyl 3-(2-methoxypyrimidin-5-yl)-3-(4-(4-oxopentyl)thiazol-2-yl)propanoate